(6-chloro-5-fluoropyridin-2-yl)(3,3-difluoro-4-hydroxy-1-azaspiro[4.4]nonan-1-yl)methanone ClC1=C(C=CC(=N1)C(=O)N1CC(C(C12CCCC2)O)(F)F)F